5-(tert-butoxycarbonyl)nicotinic acid C(C)(C)(C)OC(=O)C=1C=NC=C(C(=O)O)C1